3-nitro-4-(((tetrahydro-2H-pyran-4-yl)methyl)amino)benzensulfonimidamide [N+](=O)([O-])C=1C=C(C=CC1NCC1CCOCC1)S(=O)(N)=N